1-(2-pyridyl)-2-(3-pyridyl)-ethylene N1=C(C=CC=C1)C=CC=1C=NC=CC1